CC1=CC=CC=2NC(SC21)=O 7-methylbenzothiazole-2-one